ClC1=NC(=NC(=N1)N1CCN(CC1)C)N 4-chloro-6-(4-methylpiperazin-1-yl)-1,3,5-triazin-2-amine